3-(4-(2-(dimethylamino)ethyl)phenyl)-6-methyl-1-phenylpyrimidin CN(CCC1=CC=C(C=C1)N1CN(C(=CC1)C)C1=CC=CC=C1)C